(R)-3-([1,1'-biphenyl]-4-yl)-2-aminopropionamide hydrochloride Cl.C1(=CC=C(C=C1)C[C@H](C(=O)N)N)C1=CC=CC=C1